(R)-N-((S)-1'-(6-((2-amino-3-chloropyridin-4-yl)thio)pyrido[2,3-b]pyrazin-2-yl)-4-methoxy-1,3-dihydrospiro[inden-2,4'-piperidin]-1-yl)-2-methylpropan-2-sulfinamide NC1=NC=CC(=C1Cl)SC=1C=CC=2C(=NC=C(N2)N2CCC3(CC2)[C@@H](C2=CC=CC(=C2C3)OC)N[S@](=O)C(C)(C)C)N1